methyl N-[2-(4-{[(4-bromopyridin-2-yl)carbamoyl]methyl}piperazin-1-yl)ethyl]-N-methylcarbamat BrC1=CC(=NC=C1)NC(=O)CN1CCN(CC1)CCN(C(OC)=O)C